6-cyclopropyl-N-[7-(difluoromethoxy)-4-(1-methyl-3-phenyl-1H-pyrazol-4-yl)pyrido[3,2-d]pyrimidin-6-yl]pyridine-3-carboxamide C1(CC1)C1=CC=C(C=N1)C(=O)NC=1C(=CC=2N=CN=C(C2N1)C=1C(=NN(C1)C)C1=CC=CC=C1)OC(F)F